ethyl N-(6-((3-bromo-2-chlorobenzyl) oxy)-1,2,3,4-tetrahydronaphthalen-1-yl)-N-methylglycinate BrC=1C(=C(COC=2C=C3CCCC(C3=CC2)N(CC(=O)OCC)C)C=CC1)Cl